2-(dicyclopropylmethyl)-N-[4-[3,5-dimethyl-1-(2-trimethylsilylethoxymethyl)pyrazol-4-yl]phenyl]-N'-phenacyl-propanediamide C1(CC1)C(C(C(=O)NC1=CC=C(C=C1)C=1C(=NN(C1C)COCC[Si](C)(C)C)C)C(=O)NCC(=O)C1=CC=CC=C1)C1CC1